[Br-].C(=C)N vinylamine bromide